(6,7-dihydro-4H-pyrazolo[5,1-c][1,4]oxazin-2-yl)methanol N1=C(C=C2COCCN21)CO